perfluoro-5-chloro-3-oxahexanoic acid FC(C(=O)O)(OC(C(C(F)(F)F)(Cl)F)(F)F)F